diammonium 4-[(7-{5-[1-(difluoromethyl)cyclopropyl]pyridin-2-yl}-5-fluoropyrrolo[2,1-f][1,2,4]triazin-2-yl)amino]oxan FC(C1(CC1)C=1C=CC(=NC1)C1=CC(=C2C=NC(=NN21)NC2CCOCC2)F)F.[NH4+].[NH4+]